N-octadecenyl-2-(3,4,5-trihydroxyphenyl)-3,5,7-trihydroxyquinolin-4-one C(=CCCCCCCCCCCCCCCCC)N1C(=C(C(C2=C(C=C(C=C12)O)O)=O)O)C1=CC(=C(C(=C1)O)O)O